CN1N=C(C2=CC=C(C=C12)N1CCC(CC1)N1CCNCC1)C1C(NC(CC1)=O)=O 3-(1-methyl-6-(4-(piperazin-1-yl)piperidin-1-yl)-1H-indazol-3-yl)piperidine-2,6-dione